C1(CC1)C1=NOC(=C1)NS(=O)(=O)C=1C(=CC=CC1)C1=C(C=CC=C1)COCC N-(3-cyclopropylisoxazole-5-yl)-2'-(ethoxymethyl)-[1,1'-biphenyl]-2-sulfonamide